ethyl 2-(2-cyano-4-(cyclopropylmethyl)phenyl)acetate C(#N)C1=C(C=CC(=C1)CC1CC1)CC(=O)OCC